2-amino-6-bromo-3-fluoro-N-{[2-(trifluoromethyl)phenyl]methyl}benzamide NC1=C(C(=O)NCC2=C(C=CC=C2)C(F)(F)F)C(=CC=C1F)Br